CN1CCC(CC1)NC(=S)N1CCN(C2=CC=CC=C12)C1=NC=CN=C1 N-(1-methylpiperidin-4-yl)-4-(pyrazin-2-yl)-3,4-dihydroquinoxalin-1(2H)-carbothioamide